N,N-dimethyl-β-alanine-2-ethylhexyl ester C(C)C(COC(CCN(C)C)=O)CCCC